C(CCCCCCCCCCCCC=CCC=CCCCC)(=O)O docosa-14,17-dienoic acid